N=1C=C(N2C1C=CC=C2)C(C)(C)N(C(=O)C2CN(C2)C=2C1=C(N=C(N2)N2[C@H](CN(CC2)C(=O)OC(C)(C)C)C)C=CS1)C tert-butyl (S)-4-(4-(3-((2-(imidazo[1,2-a]pyridin-3-yl)propan-2-yl)(methyl)carbamoyl)azetidin-1-yl)thieno[3,2-d]pyrimidin-2-yl)-3-methylpiperazine-1-carboxylate